benzyl 2-(2-(3,3-difluoroazetidin-1-yl)ethyl)piperazine-1-carboxylate TFA salt OC(=O)C(F)(F)F.FC1(CN(C1)CCC1N(CCNC1)C(=O)OCC1=CC=CC=C1)F